OC1=CC=C(CCNC(C(=C)C)=O)C=C1 N-(4-hydroxyphenethyl)methacrylamide